1,2-Bis(diiso-propylphosphino)ethan C(C)(C)P(CCP(C(C)C)C(C)C)C(C)C